tert-butyl N-(2-fluoro-4-nitrophenyl)-N-[2-(morpholin-4-yl)ethyl]carbamate FC1=C(C=CC(=C1)[N+](=O)[O-])N(C(OC(C)(C)C)=O)CCN1CCOCC1